OCCNCCN1N=C(N=C1)C(=O)OC methyl 1-(2-(2-hydroxyethylamino)ethyl)-1H-1,2,4-triazole-3-carboxylate